NC1=NC(=NC(=N1)N)NCCC[Si](OCC)(OCC)OCC 2,4-diamino-6-(3-triethoxysilyl-propyl)amino-1,3,5-triazine